(S)-1-(4-(benzyloxy)-2-((3R,4R,6R)-4-(3,4-difluoro-2-methoxyphenyl)-6-methyl-6-(trifluoromethyl)tetrahydro-2H-pyran-3-yl)-1,6-naphthyridin-5-yl)pyrrolidine-3-carboxamide C(C1=CC=CC=C1)OC1=CC(=NC2=CC=NC(=C12)N1C[C@H](CC1)C(=O)N)[C@@H]1CO[C@](C[C@H]1C1=C(C(=C(C=C1)F)F)OC)(C(F)(F)F)C